6-fluoro-4-(4,4,5,5-tetramethyl-1,3,2-dioxaborolan-2-yl)-5-[2-(triisopropyl-silyl)ethynyl]naphthalen-2-amine FC=1C(=C2C(=CC(=CC2=CC1)N)B1OC(C(O1)(C)C)(C)C)C#C[Si](C(C)C)(C(C)C)C(C)C